The molecule is a 1-O-alkyl-sn-glycerol that has octadec-9-en-1-yl as the alkyl group. The S enantiomer of selachyl alcohol. It is a (9Z)-1-O-octadec-9-enyl glycerol and a 1-O-alkyl-sn-glycerol. CCCCCCCC/C=C\\CCCCCCCCOC[C@H](CO)O